O1SN=C(C=C1)S1CCOC1 4-oxathiazinyl-(1,4-oxathiolane)